1-[3-(4-Bromo-2-methyl-2H-pyrazol-3-yl)-4-(3-dimethylamino-propoxy)-phenyl]-3-(4-fluoro-3-hydroxy-phenyl)-urea BrC1=C(N(N=C1)C)C=1C=C(C=CC1OCCCN(C)C)NC(=O)NC1=CC(=C(C=C1)F)O